CO[Si](CCCOC(C(=C)C)=O)(OC)OC 3-(Trimethoxy-silyl)propylmethacrylat